COC1(C(C(C(=O)[2H])(C(C(C1(OC)[2H])(OC)[2H])([2H])[2H])[2H])([2H])[2H])[2H] 3,4,5-trimethoxybenzaldehyde-d9